C(C1=CC=CC=C1)(C1=CC=CC=C1)N[C@H](C)C1=CC=C(C=C1)OC N-benzhydryl-(1R)-1-(4-methoxyphenyl)ethylamine